5-(((5-fluoro-2,3-dihydrobenzofuran-4-yl)methyl)amino)-8-(2-methyl-6-(4-methylpiperazin-1-yl)pyridin-3-yl)imidazo[1,2-c]pyrimidine-2-carbonitrile FC=1C=CC2=C(CCO2)C1CNC1=NC=C(C=2N1C=C(N2)C#N)C=2C(=NC(=CC2)N2CCN(CC2)C)C